N1=C(C=CC=C1)O pyridineol